FC1=C(C(=C(C(=C1F)SCCC(C(C(C(C(C(C(C(F)(F)F)(F)F)(F)F)(F)F)(F)F)(F)F)(F)F)(F)F)F)F)SCCC(C(C(C(C(C(C(C(F)(F)F)(F)F)(F)F)(F)F)(F)F)(F)F)(F)F)(F)F (perfluoro-1,4-phenylene)bis((3,3,4,4,5,5,6,6,7,7,8,8,9,9,10,10,10-heptadecafluorodecyl)sulfane)